4-{[(1R,2S)-2-{[tert-butyldi(methyl)silyl]oxy}cyclohexyl]amino}-7,8-dihydro-5H-pyrano[3,4-d]pyridazin-1-yl trifluoromethanesulfonate FC(S(=O)(=O)OC1=C2C(=C(N=N1)N[C@H]1[C@H](CCCC1)O[Si](C)(C)C(C)(C)C)COCC2)(F)F